4-cyclohexyl-N2-(2-isopropylphenyl)-5-(1-methyl-1H-pyrazol-4-yl)pyrimidine-2,4-diamine C1(CCCCC1)C1(NC(=NC=C1C=1C=NN(C1)C)NC1=C(C=CC=C1)C(C)C)N